CC1=CC=C2C(=N1)C(OC21CCN(CC1)C=1OC2(C(N1)=O)CC1=CC=CC=C1C2)=O 2-methyl-1'-(4'-oxo-1,3-dihydro-4'H-spiro[indene-2,5'-[1,3]oxazol]-2'-yl)-7H-spiro[furo[3,4-b]pyridine-5,4'-piperidin]-7-one